C(N)(=O)C1=NN(C=C1NC(=O)C=1C=NN2C1N=C(C=C2)NC2C(CCCC2)O)C N-(3-carbamoyl-1-methyl-1H-pyrazol-4-yl)-5-[(2-hydroxycyclohexyl)amino]pyrazolo[1,5-a]pyrimidine-3-carboxamide